OC1=CC=C(CC=2C=CC=C(C2OC)C2=CC=CC=C2)C=C1 5-(4-hydroxybenzyl)-6-methoxy-[1,1'-biphenyl]